N-{4-[(cyclopropylcarbonylamino)methyl]phenyl}{[(4-methoxyphenyl)methyl]amino}carboxamide C1(CC1)C(=O)NCC1=CC=C(C=C1)NC(=O)NCC1=CC=C(C=C1)OC